((2-amino-5-bromopyridin-3-yl) amino)-2-hydroxy-2-methylbutyrate NC1=NC=C(C=C1NC(C(C(=O)[O-])(C)O)C)Br